(S)-2-(1-((2,4-Dimethylpyridin-3-yl)oxy)-8-((1,1,1-trifluoropropan-2-yl)oxy)isoquinolin-6-yl)-4-ethyl-5-(hydroxymethyl)-2,4-dihydro-3H-1,2,4-triazol-3-one CC1=NC=CC(=C1OC1=NC=CC2=CC(=CC(=C12)O[C@H](C(F)(F)F)C)N1N=C(N(C1=O)CC)CO)C